2,3-dibutyl-succinic acid C(CCC)C(C(=O)O)C(C(=O)O)CCCC